6-(difluoromethyl)-7-(1-methyl-1H-pyrazol-4-yl)isoquinoline FC(C=1C=C2C=CN=CC2=CC1C=1C=NN(C1)C)F